ClC1=CC=C(N=N1)SCCC(C#N)C#N [2-(6-chloropyridazin-3-yl)sulfanylethyl]propanedinitrile